FC1=C(C(=CC=2CCC(CC12)NCCOC(F)(F)F)O)N1CC(NS1(=O)=O)=O 5-(1-fluoro-3-hydroxy-7-{[2-(trifluoromethoxy)ethyl]amino}-5,6,7,8-tetrahydronaphthalen-2-yl)-1λ6,2,5-thiadiazolidine-1,1,3-trione